(2S,5S)-5-hydroxyproline O[C@H]1CC[C@H](N1)C(=O)O